NCC(CC(=O)O)CC(=C)C 3-(aminomethyl)-5-methyl-5-hexenoic acid